octanoylthiopropyl-trimethoxysilane 3,4,6,7-tetrahydro-5H-imidazo[4,5-c]pyridine-5,6-dicarboxylate N1=CNC=2CN(C(CC21)C(=O)O)C(=O)O.C(CCCCCCC)(=O)SCCC[Si](OC)(OC)OC